C(C(=C)C)(=O)OCCC[Si](OC)(OC)C gamma-(methacryloyloxy)propylmethyldimethoxysilane